1-ETHYL-1H-IMIDAZOLE-2-CARBALDEHYDE C(C)N1C(=NC=C1)C=O